(Z)-3-phenyl-4-((5-(piperazin-1-yl)thiophen-2-yl)methylene)isoxazol-5(4H)-one C1(=CC=CC=C1)C/1=NOC(\C1=C/C=1SC(=CC1)N1CCNCC1)=O